6-trifluoromethyl-9-phenylxanthene FC(C=1C=C2OC=3C=CC=CC3C(C2=CC1)C1=CC=CC=C1)(F)F